ClC1=C(C=NC(=C1)C(NC1(CC1)C#N)=O)COC1=CC=CC(=N1)C1=CC(=C(CC2=NC3=C(N2C[C@H]2OCC2)C=C(C=C3F)C(=O)O)C=C1F)F (S)-2-(4-(6-((4-chloro-6-((1-cyanocyclopropyl)carbamoyl)pyridin-3-yl)methoxy)pyridin-2-yl)-2,5-difluorobenzyl)-4-fluoro-1-(oxetan-2-ylmethyl)-1H-benzo[d]imidazole-6-carboxylic acid